1-(10-(9H-carbazol-9-yl)decyl)-3-(4-methylbenzyl)-1H-imidazole C1=CC=CC=2C3=CC=CC=C3N(C12)CCCCCCCCCCN1CN(C=C1)CC1=CC=C(C=C1)C